ClC=1C(=NC(=C(C1)Cl)Cl)C(C(=O)O)=O 3,5,6-trichloro-2-pyridinyl-oxoacetic acid